2-bromo-2,2-difluoro-N'-[5-[6-[(1R)-2,2,2-trifluoro-1-methyl-ethoxy]-3-pyridyl]pyrazin-2-yl]acetohydrazide BrC(C(=O)NNC1=NC=C(N=C1)C=1C=NC(=CC1)O[C@@H](C(F)(F)F)C)(F)F